C(C)(C)(C)OC(=O)N1CC(C1)C1=CC=C(C=C1)OCC1=CC=CC=C1 3-(4-(benzyloxy)phenyl)azetidine-1-carboxylic acid tert-butyl ester